FC1(C(C(C(C(C1(F)F)(F)F)(F)F)(C(F)(F)F)F)(F)F)C(F)(F)F Perfluoro-1,3-dimethylcyclohexane